(difluoromethyl)-4-(hydroxymethyl)benzoic acid methyl ester COC(C1=C(C=C(C=C1)CO)C(F)F)=O